FC1=C(C(=CC=C1)F)[C@@H](C)O (1R)-1-(2,6-difluorophenyl)ethan-1-ol